2,6-dioctyloxymethyl-4-pyrone C(CCCCCCC)OCC=1OC(=CC(C1)=O)COCCCCCCCC